4-Amino-18,20-dimethyl-7-thia-3,5,11,15-tetraazatricyclo[15.3.1.12,6]docosa-1(20),2(22),3,5,17(21),18-hexaene-10,16-dione NC1=NC=2C3=C(C=C(C(C(NCCCNC(CCSC(=N1)C2)=O)=O)=C3)C)C